5-Cyano-N-(1-(1-methyl-1H-pyrazol-4-yl)-1H-indazol-6-yl)pyrazine-2-carboxamide C(#N)C=1N=CC(=NC1)C(=O)NC1=CC=C2C=NN(C2=C1)C=1C=NN(C1)C